COCOC1=CC(=C(C=C1)C)[N+](=O)[O-] 4-(methoxymethoxy)-1-methyl-2-nitro-benzene